FC1(CC1)CN1N=CC=2C1=NC(=CC2)C=2C(=C(C(=O)N)C=CC2NS(=O)(=O)CCO)N2CCC1(CC1)CC2 (1-((1-fluorocyclopropyl)methyl)-1H-pyrazolo[3,4-b]pyridin-6-yl)-4-((2-hydroxyethyl)sulfonamido)-2-(6-azaspiro[2.5]octan-6-yl)benzamide